C[C@@]12[C@@H](CN(C1)C(=O)OC(C)(C)C)C[C@@H](C2)NC=2N=NC(=CC2)C2=C(C(=CC(=C2)F)F)F tert-butyl (3aR,5S,6aS)-3a-methyl-5-((6-(2,3,5-trifluorophenyl)pyridazin-3-yl)amino)hexahydrocyclopenta[c]pyrrole-2(1H)-carboxylate